(R)-1-(3-(3-(2-cyano-3-(isopropylamino)-3-oxo-prop-1-enyl)phenoxy)propanamido)-2-phenylethyl-boronic acid C(#N)C(=CC=1C=C(OCCC(=O)N[C@@H](CC2=CC=CC=C2)B(O)O)C=CC1)C(=O)NC(C)C